(5S,8R)-8-[(1S,2R)-7-chloro-2-fluoro-1-hydroxy-2,3-dihydro-1H-inden-4-yl]-3,5-difluoro-5,6,7,8-tetrahydronaphthalene-1-carbonitrile ClC=1C=CC(=C2C[C@H]([C@H](C12)O)F)[C@H]1CC[C@@H](C=2C=C(C=C(C12)C#N)F)F